1-(4-((4-(3-chloro-4-(2-chloro-3-((3-fluoro-4-(((2-hydroxyethyl)amino)methyl)pyridin-2-yl)amino)phenyl)pyridin-2-yl)-2-methoxybenzyl)amino)piperidin-1-yl)ethan-1-one ClC=1C(=NC=CC1C1=C(C(=CC=C1)NC1=NC=CC(=C1F)CNCCO)Cl)C1=CC(=C(CNC2CCN(CC2)C(C)=O)C=C1)OC